C=C1CN2C(C(C2OC1)NC(C1=CC=C(C=C1)C)=O)=O 3-methylene-7-[(4-methylbenzoyl)amino]-8-oxo-5-oxa-1-azabicyclo[4.2.0]octane